2-(4-chlorophenoxy)-N-(1-(2-(3,4-dichlorophenoxy)ethyl)-3-fluoropiperidin-4-yl)acetamide ClC1=CC=C(OCC(=O)NC2C(CN(CC2)CCOC2=CC(=C(C=C2)Cl)Cl)F)C=C1